ClC=1C=C(C=C(C1)CCCCCCCC=O)NC(=O)NCC=1C=C2CN(C(C2=CC1)=O)C1C(NC(CC1)=O)=O 1-[3-chloro-5-(8-oxooctyl)phenyl]-3-[[2-(2,6-dioxo-3-piperidyl)-1-oxo-isoindolin-5-yl]methyl]urea